CN1CC(CCC1)C1=C(N)C=C(C=C1)C(F)(F)F 2-(1-methylpiperidin-3-yl)-5-(trifluoromethyl)aniline